FC=1C=CC(=NC1)C1(CCC(CC1)N1CC2(CC(C2)C2=NC(=NO2)C)CC1)C#N 1-(5-Fluoropyridin-2-yl)-4-[2-(3-methyl-1,2,4-oxadiazol-5-yl)-6-azaspiro[3.4]oct-6-yl]cyclohexanecarbonitrile